[K].C1CCC2=C(C=3CCCC3C=C12)NC(=O)NS(=O)(=O)C1CN(CCC1)C(CC)=O N-((1,2,3,5,6,7-Hexahydro-s-indacen-4-yl)carbamoyl)-1-propionylpiperidine-3-sulfonamide, potassium salt